C(C)(C)(C)C1=C(C(=CC=C1C)O)C(C)(C)C di(tert-butyl)-p-cresol